N-(2-(1-((5-(2,4-dioxotetrahydropyrimidin-1(2H)-yl)pyridin-2-yl)methyl)piperidin-4-yl)-6-methoxy-2H-indazol-5-yl)-6-(trifluoromethyl)nicotinamide O=C1N(CCC(N1)=O)C=1C=CC(=NC1)CN1CCC(CC1)N1N=C2C=C(C(=CC2=C1)NC(C1=CN=C(C=C1)C(F)(F)F)=O)OC